trans-N-(5-(3-(benzyloxy)-7'-fluoro-3'-methyl-2'-oxo-2',3'-dihydrospiro[cyclobutane-1,1'-pyrrolo[2,3-c]quinolin]-8'-yl)-2-(2-(isopropylamino)ethoxy)pyridin-3-yl)methanesulfonamide C(C1=CC=CC=C1)OC1CC2(C(N(C=3C=NC=4C=C(C(=CC4C32)C=3C=C(C(=NC3)OCCNC(C)C)NS(=O)(=O)C)F)C)=O)C1